(2s)-7-((s)-4-acryloyl-2-methylpiperazin-1-yl)-10-(2,4-difluorophenyl)-2-((dimethylamino)methyl)-9-(trifluoromethyl)-2,3-dihydro-5H-[1,4]thiazino[2,3,4-ij]quinazolin-5-one C(C=C)(=O)N1C[C@@H](N(CC1)C1=NC(N2C3=C(C(=C(C=C13)C(F)(F)F)C1=C(C=C(C=C1)F)F)S[C@H](C2)CN(C)C)=O)C